C1=CC=[N+](C=C1)C2=CC=NC=C2.Cl.[Cl-] N-(4-pyridyl)pyridinium chloride hydrochloride